N-cyclobutyl-2-((2,6-difluoro-4-pyridyl)-(2-methoxyacetyl)-amino)-5-methyl-thiazole-4-carboxamide C1(CCC1)NC(=O)C=1N=C(SC1C)N(C(COC)=O)C1=CC(=NC(=C1)F)F